C(#N)C=1C=CC(=C(C1)C=1C(=NC(=C(C(=O)N)C1)OC)C(F)(F)F)N1CCC(CC1)OC1=C(C=C(C=C1)F)F 5-cyano-2-(4-(2,4-difluorophenoxy)piperidin-1-yl)phenyl-2-methoxy-6-(trifluoromethyl)nicotinamide